N[C@@H](CC1=CC=C(C=C1)O)C(=O)OCC L-Tyrosine, ethyl ester